S(=O)(=O)(O)O.C(C(=C)C)(=O)OCCN(C)C dimethylaminoethyl methacrylate sulfate salt